1-[3-[4-(3,4-dichloro-2-fluoro-anilino)quinazolin-6-yl]-3-methoxy-azetidin-1-yl]prop-2-en-1-one ClC=1C(=C(NC2=NC=NC3=CC=C(C=C23)C2(CN(C2)C(C=C)=O)OC)C=CC1Cl)F